FC(C)(F)C=1C=NC(=NC1)C(C(=O)OCC)(C)C ethyl 2-(5-(1,1-difluoroethyl)pyrimidin-2-yl)-2-methylpropanoate